3-(6-chloropyridin-3-yl)piperidine-1-carboxylic acid tert-butyl ester C(C)(C)(C)OC(=O)N1CC(CCC1)C=1C=NC(=CC1)Cl